FC=1C=C(C=C2C=C(NC12)C1=CC=C(C=C1)F)C(F)(F)F 7-fluoro-2-(4-fluorophenyl)-5-(trifluoromethyl)-1H-indole